COC1=C(C=CC=C1)C1=CCCC=2N=C3N(C=C(C=C3)C=3C=NC(=NC3)N3CCOCC3)C21 4-(5-(9-(2-Methoxyphenyl)-6,7-dihydrobenzo[4,5]imidazo[1,2-a]pyridin-2-yl)pyrimidin-2-yl)morpholine